FC(OC1=CC=C(C=C1)C1=CN=CO1)(F)F 5-(4-trifluoromethoxyphenyl)oxazole